N-(5-chloro-3-(difluoromethoxy)pyridin-2-yl)-3-(2-isopropylphenyl)-1-methyl-5-oxopyrrolidine-3-carboxamide ClC=1C=C(C(=NC1)NC(=O)C1(CN(C(C1)=O)C)C1=C(C=CC=C1)C(C)C)OC(F)F